[Br-].CC1=CC(=CC=C1)C 2,6-dimethylbenzene bromide